(tert-butyl)-N-(2-fluoro-4-(6-(1-methyl-1H-pyrazol-4-yl)pyrazolo[1,5-a]pyrazin-4-yl)benzyl)-2H-tetrazole-5-carboxamide C(C)(C)(C)N1N=C(N=N1)C(=O)NCC1=C(C=C(C=C1)C=1C=2N(C=C(N1)C=1C=NN(C1)C)N=CC2)F